1,3-bis((5-fluoro-3'-iodo-2'-methoxy-5'-(2,4,4-trimethylpentan-2-yl)-[1,1'-biphenyl]-2-yl)oxy)propane FC=1C=CC(=C(C1)C1=C(C(=CC(=C1)C(C)(CC(C)(C)C)C)I)OC)OCCCOC1=C(C=C(C=C1)F)C1=C(C(=CC(=C1)C(C)(CC(C)(C)C)C)I)OC